7-cyclopropoxy-2-(3-fluoro-1-methyl-1H-indol-6-yl)-6-methoxy-4-(piperidine-1-carbonyl)isoquinolin-1(2H)-one C1(CC1)OC1=C(C=C2C(=CN(C(C2=C1)=O)C1=CC=C2C(=CN(C2=C1)C)F)C(=O)N1CCCCC1)OC